2,6-dimethyl-5-hepten-1-ol CC(CO)CCC=C(C)C